C(CCCCCC#C)OC1OCCCC1 2-(oct-7-yn-1-yloxy)oxane